O[C@@H]1[C@H](NCC1)C(=O)O (2S,3S)-3-hydroxypyrrolidine-2-carboxylic acid